4-(oxetan-3-yl)-3,4-dihydro-2H-benzo[b][1,4]oxazin-7-amine O1CC(C1)N1C2=C(OCC1)C=C(C=C2)N